2-norbornene-2-boronic acid C12C(=CC(CC1)C2)B(O)O